BrC1=C(C=NN(C1=O)C)N[C@@H]1C[C@@H](CN(C1)C)C1=CC=C(C=C1)CN1CCC(CC1)OC1=C(C=C(C=C1)C1C(NC(CC1)=O)=O)F 3-[4-[[1-[[4-[(3R,5R)-5-[(5-bromo-1-methyl-6-oxo-pyridazin-4-yl)amino]-1-methyl-3-piperidyl]phenyl]methyl]-4-piperidyl]oxy]-3-fluoro-phenyl]piperidine-2,6-dione